2(3H)-BENZOTHIAZOLETHIONE, SODIUM SALT [Na].S1C(NC2=C1C=CC=C2)=S